C(C)N1C(CC[C@H](C1)N1N=C2N=C(C=CC2=C1C)C1=C(C=C(C=C1C)C(F)(F)F)O)=O |o1:6| (R or S)-1-ethyl-5-(6-(2-hydroxy-6-methyl-4-(trifluoromethyl)phenyl)-3-methyl-2H-pyrazolo[3,4-b]pyridin-2-yl)piperidin-2-one